N-(6-(2-chloro-5-fluorophenyl)-3-(2,2-difluoroethyl)-2-methyl-8-oxo-2,6,7,8-tetrahydropyrrolo[3,4-g]indazol-5-yl)benzo[d]isothiazole-3-carboxamide ClC1=C(C=C(C=C1)F)C1NC(C2=C1C(=CC1=C(N(N=C21)C)CC(F)F)NC(=O)C2=NSC1=C2C=CC=C1)=O